(3-FLUORO-4-([METHYL(PHENYL)AMINO]METHYL)PHENYL)BORANEDIOL FC=1C=C(C=CC1CN(C1=CC=CC=C1)C)B(O)O